1-(6-(6-chloro-8-fluoro-7-(2-fluoro-6-hydroxyphenyl)-2-(((S)-1-methylpyrrolidin-2-yl)methoxy)quinazolin-4-yl)-2,6-diazaspiro[3.4]octan-2-yl)prop-2-en-1-one ClC=1C=C2C(=NC(=NC2=C(C1C1=C(C=CC=C1O)F)F)OC[C@H]1N(CCC1)C)N1CC2(CN(C2)C(C=C)=O)CC1